C[Si](CCOCC1=CC=CC=2N=C(NC21)N2N=C(C(=C2)C(=O)OC(C)(C)C)C(F)(F)F)(C)C (2-(trimethylsilyl)ethoxymethyl)-2-(4-t-butoxycarbonyl-3-trifluoromethyl-1H-pyrazol-1-yl)benzimidazole